[Nb].[Re] Rhenium-Niobium